N-[6-(1,1-dimethylethyl)-2-(2-pyridyl)-4-pyrimidinyl]-beta-alanine CC(C)(C)C1=CC(=NC(=N1)C1=NC=CC=C1)NCCC(=O)O